8-(1-(3,5-diisopropyl-[1,1'-biphenyl]-4-yl)-1H-benzo[d]imidazol-2-yl)-2-methylbenzofuro[2,3-b]pyridine C(C)(C)C=1C=C(C=C(C1N1C(=NC2=C1C=CC=C2)C2=CC=CC1=C2OC2=NC(=CC=C21)C)C(C)C)C2=CC=CC=C2